N1(C(CCC1)=O)NC(=S)S.[Na] sodium pyrrolidonedithiocarbamic acid